methyl 4-[tert-butoxycarbonyl (methyl) amino]-1-(2-fluorophenyl)-6-oxo-pyridazine-3-carboxylate C(C)(C)(C)OC(=O)N(C=1C(=NN(C(C1)=O)C1=C(C=CC=C1)F)C(=O)OC)C